(S)-6-cyano-2,3-dihydro-1H-inden-1-amine HCl Cl.C(#N)C1=CC=C2CC[C@@H](C2=C1)N